glycolic acid-iso-propylester C(C)(C)OC(CO)=O